5-[1-(4,4-diethyl-2-imino-6-oxo-hexahydropyrimidin-1-yl)-3-methoxy-propyl]-N-[(1R,2S)-2-hydroxy-2-methyl-indan-1-yl]-2-(trifluoromethyl)benzamide C(C)C1(NC(N(C(C1)=O)C(CCOC)C=1C=CC(=C(C(=O)N[C@H]2[C@@](CC3=CC=CC=C23)(C)O)C1)C(F)(F)F)=N)CC